4-bromo-N-((1R,2R)-2-hydroxycyclopentyl)-3-methylbenzenesulfonamide BrC1=C(C=C(C=C1)S(=O)(=O)N[C@H]1[C@@H](CCC1)O)C